CC(N(C)C)[C@H](O)[C@@H](O)[C@H](O)[C@H](O)CO Trimethylglucamine